(S)-3-(7-Methyl-1H-benzo[d]imidazol-5-yl)-4-phenyloxazolidin-2-on CC1=CC(=CC2=C1NC=N2)N2C(OC[C@@H]2C2=CC=CC=C2)=O